OCCC(C(=O)O)CCCCCCCC.C(C)(=O)O acetic acid (2-hydroxyethyl octyl acetate)